C(C1=CC=CC=C1)N1C=C2N(C(NC(=C2C=C1)N1[C@H](CN(CC1)C(=O)OC(C)(C)C)C)=O)C1=CC=CC=C1 (S)-7-benzyl-4-(4-(tert-butoxycarbonyl)-2-methylpiperazin-1-yl)-2-oxo-1-phenyl-1,2-dihydropyrido[3,4-d]Pyrimidine